(S)-N-(3,4-difluorobenzyl)-5-(2-(2-isopropoxyethyl)-3-(5-methyl-1,3,4-oxadiazol-2-yl)-5-oxo-7,8,9,9a-tetrahydro-5H-pyrido[2,3-a]pyrrolizin-4-yl)thiophene-2-carboxamid FC=1C=C(CNC(=O)C=2SC(=CC2)C2=C(C(=NC3=C2C(N2CCC[C@@H]32)=O)CCOC(C)C)C=3OC(=NN3)C)C=CC1F